2-(1-chloroethyl)-6-methyl-N-(3-phenylpropyl)thieno[2,3-d]pyrimidin-4-amine ClC(C)C=1N=C(C2=C(N1)SC(=C2)C)NCCCC2=CC=CC=C2